8-(5-oxo-5-(4-(5-(trifluoromethyl)pyrimidin-2-yl)piperazin-1-yl)pentyl)pyrido[2,3-d]pyridazin-5(6H)-one O=C(CCCCC1=NNC(C2=C1N=CC=C2)=O)N2CCN(CC2)C2=NC=C(C=N2)C(F)(F)F